6-(tert-butoxy)-N-(diphenylmethylene)-1-[[2-(trimethylsilyl)ethoxy]methyl]-1H-pyrrolo[2,3-b]pyridin-5-amine C(C)(C)(C)OC1=C(C=C2C(=N1)N(C=C2)COCC[Si](C)(C)C)N=C(C2=CC=CC=C2)C2=CC=CC=C2